N1(CCC=C1)C(=O)OC(C)(C)C tert-butyl 2,3-dihydropyrrole-1-carboxylate